C1(=CC(=C(C=C1)N)N)C1=CC=CC=C1 biphenyl-3,4-diamine